2,3-dimethyl-2H-pyrazolo[3,4-C]pyridin-4-amine hydrochloride Cl.CN1N=C2C=NC=C(C2=C1C)N